ClC1=C(C=C(C=2C([C@]3(C(=CC(C[C@H]3C)=O)OC)OC21)=O)OCCOC2OCCCC2)O (2S,5'R)-7-chloro-6-hydroxy-3'-methoxy-5'-methyl-4-(2-tetrahydropyran-2-yloxyethoxy)spiro[benzofuran-2,4'-cyclohex-2-ene]-1',3-dione